FC([C@@H]1[C@@H](OCC1)C=1N(C=C(N1)CC1=CC=NC=C1)C(C1=CC=CC=C1)(C1=CC=CC=C1)C1=CC=CC=C1)(F)F (cis)-4-((2-(3-(trifluoromethyl)tetrahydrofuran-2-yl)-1-trityl-1H-imidazol-4-yl)methyl)pyridine